BrC=1C=C2C(=NN(C(C2=CC1)=O)CC(=O)NC1=NC=C(C=N1)F)OC1(CC1)F 2-[6-bromo-4-[2-trans-fluorocyclopropyl]oxy-1-oxophthalazin-2-yl]-N-(5-fluoropyrimidin-2-yl)acetamide